S1C2=C(C(=C1)C(C(=O)NC(C)(C)C)N(C(=O)C=1N=C(SC1)C#C)C1=CC=C(C=C1)N1CCNCC1)C=CC=C2 N-(1-(benzo[b]thiophen-3-yl)-2-(tert-butylamino)-2-oxoethyl)-2-ethynyl-N-(4-(piperazin-1-yl)phenyl)thiazole-4-carboxamide